N-[5-(2-chloro-6-methyl-4-pyridinyl)-4-(3-cyanophenyl)thiazol-2-yl]-2-(2-hydroxy-2-methyl-propyl)pyrrolidine-1-carboxamide ClC1=NC(=CC(=C1)C1=C(N=C(S1)NC(=O)N1C(CCC1)CC(C)(C)O)C1=CC(=CC=C1)C#N)C